4-((S)-4-propenoyl-2-methylpiperazin-1-yl)-7-(5-methyl-1H-indazol-4-yl)-1-(((S)-1-methylpyrrolidin-2-yl)methyl)-2-oxo-1,2,5,6,7,8-hexahydro-1,7-naphthyridine-3-carbonitrile C(C=C)(=O)N1C[C@@H](N(CC1)C1=C(C(N(C=2CN(CCC12)C1=C2C=NNC2=CC=C1C)C[C@H]1N(CCC1)C)=O)C#N)C